FC1=CC=C(C=C1)S(=O)(=O)N1CCCC2=CC=C(C=C12)NS(=O)(=O)CC1=CC=C(C(=O)O)C=C1 4-((N-(1-((4-fluorophenyl)sulfonyl)-1,2,3,4-tetrahydroquinolin-7-yl)sulfamoyl)methyl)benzoic acid